4-[6-(2-[4-[3-(2,6-difluoro-3-[[(3R)-3-fluoropyrrolidin-1-ylsulfonyl]amino]benzoyl)-1H-pyrrolo[2,3-b]pyridin-5-yl]phenyl]ethyl)-2,6-diazaspiro[3.3]heptan-2-yl]-2-fluorobenzoic acid FC1=C(C(=O)C2=CNC3=NC=C(C=C32)C3=CC=C(C=C3)CCN3CC2(CN(C2)C2=CC(=C(C(=O)O)C=C2)F)C3)C(=CC=C1NS(=O)(=O)N1C[C@@H](CC1)F)F